(7-chloro-10H-phenoxazin-3-yl)methylamine ClC=1C=C2OC=3C=C(C=CC3NC2=CC1)CN